CC(C)CCC[C@@H](C)[C@H]1CC[C@H]2[C@@H]3CC=C4C[C@H](CC[C@]4(C)[C@H]3CC[C@]12C)C(C(=O)OCC=1N=NN(C1C(F)F)C(F)F)Cl [1,5-bis(difluoromethyl)triazol-4-yl]methanol (3Beta)-cholest-5-en-3-yl-2-chloroacetate